1-Ethyl-N-[4-methoxy-3-(4-pyridinylmethoxy)phenyl]-5-oxo-3-pyrrolidine-carboxamide C(C)N1CC(CC1=O)C(=O)NC1=CC(=C(C=C1)OC)OCC1=CC=NC=C1